4-{[(3R)-3-(difluoromethyl)pyrrolidin-1-yl]methyl}-2,6-dimethoxybenzene-1-sulfonamide FC([C@H]1CN(CC1)CC1=CC(=C(C(=C1)OC)S(=O)(=O)N)OC)F